ClC1=C(C=CC=C1)C=1N=C(SC1)NC(C1=NC=C(C=C1)C1CCS(CC1)(=O)=O)=O N-(4-(2-chlorophenyl)thiazol-2-yl)-5-(1,1-dioxidotetrahydro-2H-thiopyran-4-yl)picolinamide